7-chloro-5-(2-fluorophenyl)-2-aminomethyl-2,3-dihydro-1H-1,4-benzodiazepine ClC=1C=CC2=C(C(=NCC(N2)CN)C2=C(C=CC=C2)F)C1